C(C)(C)(C)C1=CC=C(C=C1)NC1CCNCC1 N-(4-tert-butylphenyl)piperidin-4-amine